2-[[[3-isopropyl-6-(3-methoxypropylamino)-[1,2,4]triazolo[4,3-b]pyridazin-8-yl]amino]methyl]phenol C(C)(C)C1=NN=C2N1N=C(C=C2NCC2=C(C=CC=C2)O)NCCCOC